ClC1=C(C(=CC=C1)F)N1C(C2=CC(=C(C=C2C(N1)=O)F)F)=O (2-Chloro-6-fluorophenyl)-6,7-difluoro-2,3-dihydrophthalazine-1,4-dione